N1N=CC(=C1)C1=C2C(=NC=C1)N(C=C2)COCC[Si](C)(C)C 4-(1H-pyrazol-4-yl)-1-((2-(trimethylsilyl)ethoxy)methyl)-1H-pyrrolo[2,3-b]Pyridine